Cl.C(C1=CC=CC=C1)ON O-benzylhydroxyamine hydrochloride salt